5-fluoro-4-iodo-2-(trifluoromethyl)pyridin FC=1C(=CC(=NC1)C(F)(F)F)I